4-((3,4-dioxo-2-((2,6,6-trimethyl-4,5,6,7-tetrahydrobenzofuran-7-yl)amino)cyclobut-1-en-1-yl)amino)-3-hydroxy-N-isopropyl-N-methylpicolinamide O=C1C(=C(C1=O)NC1=C(C(=NC=C1)C(=O)N(C)C(C)C)O)NC1C(CCC=2C=C(OC21)C)(C)C